CC1(CN(C[C@@H](OC1)C(F)(F)F)C1=NC=C(C=C1C(=O)NC1=CC(=NC=C1)S(N)(=O)=O)C(F)(F)F)C 2-[(2R)-6,6-dimethyl-2-(trifluoromethyl)-1,4-oxazepan-4-yl]-N-(2-sulfamoyl-4-pyridinyl)-5-(trifluoromethyl)pyridine-3-carboxamide